Methyl 2-(4-amino-1-ethyl-1H-pyrazolo[3,4-d]pyrimidin-3-yl)-1H-indole-6-carboxylate NC1=C2C(=NC=N1)N(N=C2C=2NC1=CC(=CC=C1C2)C(=O)OC)CC